C(C)(C)(C)C1=C(C=CC=C1)[Li] o-tert-butylphenyl-lithium